C1(=CC=CC=C1)C=1N=C(N=NC1C1=CC=CC=C1)C(=O)O 5,6-diphenyl-1,2,4-triazine-3-carboxylic acid